BrC=1N=C(SC1)C[C@@H](C(=O)N1N[C@@H](CCC1)C(=O)OC)NC(=O)OC(C)(C)C methyl (3s)-1-[(2s)-3-(4-bromothiazol-2-yl)-2-(tert-butoxycarbonylamino) propanoyl]hexahydropyridazine-3-carboxylate